C[C@@H]1CN(C[C@H]1COS(=O)(=O)C)C(=O)OC(C)(C)C tert-butyl (3S,4S)-3-methyl-4-(((methylsulfonyl)oxy)methyl)pyrrolidine-1-carboxylate